(3S)-3-[3-fluoro-4-(4-piperidinyl)anilino]Piperidine-2,6-dione hydrochloride Cl.FC=1C=C(N[C@@H]2C(NC(CC2)=O)=O)C=CC1C1CCNCC1